NC=1C=C(C=C(C1)C(F)(F)F)[C@@H](C)NC1=NC(=NC2=CC(=C(C=C12)O[C@@H]1COCC1)C#C)C N-((R)-1-(3-amino-5-(trifluoromethyl)phenyl)ethyl)-7-ethynyl-2-methyl-6-(((S)-Tetrahydrofuran-3-yl)oxy)quinazolin-4-amine